FC(C(CC=O)=O)(C(F)(F)F)F 4,4,5,5,5-pentafluoro-1,3-pentanedione